3-(3,4-dihydroquinolin-1(2H)-yl)-N-(thiazol-2-yl)propionamide N1(CCCC2=CC=CC=C12)CCC(=O)NC=1SC=CN1